4-bromo-1-(methyl-d3)-1H-pyrazole BrC=1C=NN(C1)C([2H])([2H])[2H]